C[C@H]1NC(C2=C(C=3C=4C=CC(=NC4C=CC3S2)N2C(=NC(=C2)C)C=C)NC1)=O (R)-10-methyl-3-(4-methyl-2-vinyl-1H-imidazol-1-yl)-9,10,11,12-tetrahydro-8H-[1,4]diazepino[5',6':4,5]thieno[3,2-f]quinolin-8-one